C(C)OC(=S)SC1=CC(=C(C(=C1)Cl)F)Cl (3,5-dichloro-4-fluorophenyl)sulfanylthiocarboxylic acid-O-ethyl ester